FC1=C(C(=CC=C1)C)C=1C=C(C=2C=C(N=CC2C1)N)NC[C@@H]1CN(CC1)C 7-(2-fluoro-6-methyl-phenyl)-N5-[[(3R)-1-methylpyrrolidin-3-yl]methyl]isoquinoline-3,5-diamine